3-Oxo-3-[3-(trifluoromethyl)bicyclo[1.1.1]pentan-1-yl]propanenitrile O=C(CC#N)C12CC(C1)(C2)C(F)(F)F